Cl.C(C)N(C1CN(C1)C1=NC=C(C=C1NS(=O)(=O)C)C1=CC=2C3=C(C=NC2C=C1)N(C(C31CCC1)=O)C)C N-(2-(3-(Ethyl(methyl)amino)azetidin-1-yl)-5-(3'-methyl-2'-oxo-2',3'-dihydrospiro[cyclobutane-1,1'-pyrrolo[2,3-c]quinolin]-8'-yl)pyridin-3-yl)methanesulfonamide hydrochloride